N1-(27-amino-11,22-dihydroxy-7,10,18,21-tetraoxo-6,11,17,22-tetraazaheptacosyl)-N1-hydroxy-N4-(5-(N-hydroxyacetamido)pentyl)succinamide NCCCCCN(C(CCC(NCCCCCN(C(CCC(NCCCCCN(C(CCC(=O)NCCCCCN(C(C)=O)O)=O)O)=O)=O)O)=O)=O)O